O=C1N(C(CC1)=O)N([C@@H](CC(C)C)C(=O)[O-])C(=O)OC(C)(C)C 2,5-dioxopyrrolidin-1-yl(tert-butoxycarbonyl)-L-leucinate